[Ca+2].P(=O)([O-])([O-])OP(=O)([O-])[O-].[Ca+2] pyrophosphoric acid calcium salt